NC=1C(=NN(C1C(=O)OCC)C1=CC=C(C=C1)CNC(C1=C(C=CC(=C1)F)OC)=O)C=1SC=CC1 ethyl 4-amino-1-(4-((5-fluoro-2-methoxybenzamido)methyl)phenyl)-3-(thiophen-2-yl)-1H-pyrazole-5-carboxylate